N-[5-[2-Cyano-5-[[(3R)-pyrrolidin-3-yl]methoxy]-4-pyridyl]pyrazolo[1,5-a]pyridin-2-yl]cyclopropanecarboxamide C(#N)C1=NC=C(C(=C1)C1=CC=2N(C=C1)N=C(C2)NC(=O)C2CC2)OC[C@H]2CNCC2